5-butyl-4-(3-fluorophenoxy)-8-(3-hydroxypropyl)-1,3,5,8-tetraazatricyclo[8.3.0.0[2,6]]tridec-2(6),3-diene-7,9-dione C(CCC)N1C(=NC=2N3CCCC3C(N(C(C12)=O)CCCO)=O)OC1=CC(=CC=C1)F